C(CCCCCCCCCC\C=C/CCCCC)=O cis-9-cis-12-octadecenal